3,4,5-tribromo-2-(1,4,7,10-tetraoxaundecyl)-1-ethoxybenzene BrC=1C(=C(C=C(C1Br)Br)OCC)OCCOCCOCCOC